ClC1=C(C=C(C=C1)F)C(C(=O)OC)N(C(CCC(C)=O)=O)CC1=C(C=C(C=C1)OC)OC methyl 2-(2-chloro-5-fluorophenyl)-2-(N-(2,4-dimethoxybenzyl)-4-oxopentanamido)acetate